N(=[N+]=[N-])CC=1SC=2CN(CCC2N1)C(=O)[O-] 2-(azidomethyl)-6,7-dihydrothiazolo[5,4-c]pyridine-5(4H)-carboxylate